NC1(C2CN(CC1CC2)C2=NC=CC(=C2)C=2C(=C(C=C(C2)F)C2=CC(=C(C=C2)N2C(N(C=C2)C)=O)Cl)O)C 1-(3'-(2-(8-amino-8-methyl-3-azabicyclo[3.2.1]oct-3-yl)pyridin-4-yl)-3-chloro-5'-fluoro-2'-hydroxy-[1,1'-biphenyl]-4-yl)-3-methyl-1H-imidazol-2(3H)-one